ClC1=C(C(=NC=C1)CCNC(OC(C)(C)C)=O)C(=C)OCC tert-butyl (2-(4-chloro-3-(1-ethoxyvinyl)pyridin-2-yl)ethyl)carbamate